C(C)(C)(C)OC(=O)N[C@@H](C(=O)N[C@@H](C(=O)O)CCCCC(F)(F)F)CC1=CC=CC=C1.BrC1=NC(=CC(=C1F)C(=O)N)C(F)(F)F 2-bromo-3-fluoro-6-(trifluoromethyl)pyridine-4-carboxamide (2R)-2-[[(2R)-2-(tert-butoxycarbonylamino)-3-phenyl-propionyl]amino]-7,7,7-trifluoro-heptanoate